5-((6'-chloro-3-fluoro-4'-(((S)-4-hydroxybutan-2-yl)amino)-[2,3'-bipyridin]-5-yl)methyl)hexahydro-1H-thieno[3,4-c]pyrrole 2,2-dioxide ClC1=CC(=C(C=N1)C1=NC=C(C=C1F)CN1CC2C(C1)CS(C2)(=O)=O)N[C@@H](C)CCO